N-(6-bromo-3-chloro-2-fluorobenzyl)-1-((6-cyclopropylimidazo[1,2-a]pyridin-2-yl)methyl)-1H-1,2,3-triazole-4-carboxamide BrC1=CC=C(C(=C1CNC(=O)C=1N=NN(C1)CC=1N=C2N(C=C(C=C2)C2CC2)C1)F)Cl